iridium(III) bis(phenylquinoline) C1(=CC=CC=C1)C1=NC2=CC=CC=C2C=C1.C1(=CC=CC=C1)C1=NC2=CC=CC=C2C=C1.[Ir+3]